C(C1=CC=CC=C1)OC=1C=C(C(=O)OC)C=C(C1OCC1=CC=CC=C1)OC methyl 3,4-bis(benzyloxy)-5-methoxybenzoate